(4R,5S)-3-Chloro-5-((S)-5H-imidazo[5,1-a]isoindol-5-yl)-4,5,6,7-tetrahydropyrazolo[1,5-a]pyridin-4-ol ClC=1C=NN2C1[C@@H]([C@@H](CC2)[C@@H]2N1C(C3=CC=CC=C23)=CN=C1)O